C(CCCCCC)C(CC(=O)OCCCCCCCCCCCCC(O)OC(CC(CCCCCCC)CCCCCCC)=O)CCCCCCC oxyltridecane-1,13-diyl bis(3-heptyldecanoate)